COCCN(C1=CC=C(NC2=NC(=NC=C2C=O)SC)C=C1)C 4-[4-[2-methoxyethyl-(methyl)amino]anilino]-2-methylsulfanyl-pyrimidine-5-carbaldehyde